CN(C=1C=C(C=CC1C(=O)OC)C1N(CCN(C1)CCC(F)(F)F)CC1=C2C=CN(C2=C(C=C1OC)C)C(=O)O)C.FC1=C(C=C(C=C1)[N+](=O)[O-])C 1-fluoro-2-methyl-4-nitrobenzene 4-((2-(3-(dimethylamino)-4-(methoxycarbonyl)phenyl)-4-(3,3,3-trifluoropropyl)piperazin-1-yl)methyl)-5-methoxy-7-methyl-1H-indole-1-carboxylate